C(C)(C)(C)OC(=O)[C@](N)(CCCCNC(CCS)=O)C(=O)O 2-(tert-butyloxycarbonyl)-N6-(3-mercaptopropionyl)lysine